C(C)OC(=O)C1CC2=CC=CC=C2CC1 1,2,3,4-tetrahydronaphthalene-2-carboxylic acid (R)-ethyl ester